C(\C=C\C1=CC(OC)=C(O)C=C1)(=O)NCCCCN N-feruloyl-1,4-butanediamine